CC(C[PH2]=O)CC(C)(C)C (2,4,4-trimethylpentyl)-phosphine oxide